gamma-(2-hydroxyethyl)aminopropyl-trimethoxysilane OCCNCCC[Si](OC)(OC)OC